NCCNC(=O)C=1C=2CN(CC2C=CC1)C(C[C@H]1C(N[C@@H](C1)C(=O)N1[C@@H](CC(C1)(F)F)C#N)=O)=O N-(2-aminoethyl)-2-(2-((3S,5S)-5-((S)-2-cyano-4,4-difluoropyrrolidine-1-carbonyl)-2-oxopyrrolidin-3-yl)acetyl)isoindoline-4-carboxylic acid amide